[N+](=O)([O-])C=1C=CC=C2C=CNC12 7-nitro-1H-indol